(2S,3S,4R,5R)-N-ethyl-3,4-dihydroxyl-5-(6-(((4-methylpyridin-2-yl)methyl)amino)-2-(pyridin-3-yl)-9H-purin-9-yl)tetrahydrofuran-2-formamide C(C)NC(=O)[C@H]1O[C@H]([C@@H]([C@@H]1O)O)N1C2=NC(=NC(=C2N=C1)NCC1=NC=CC(=C1)C)C=1C=NC=CC1